racemic-N-(Z)-(1-(4-(N-tert-butylsulfamoyl)phenylcarbamoyl)-2-phenylcyclopropyl)-4-fluorobenzamide C(C)(C)(C)NS(=O)(=O)C1=CC=C(C=C1)NC(=O)C1(C(C1)C1=CC=CC=C1)NC(C1=CC=C(C=C1)F)=O